NC1=NC=C(C=2N=C(N=CC21)NC2CCC(CC2)O)C2=CC=C(C=C2)F (1R,4R)-4-((5-amino-8-(4-fluorophenyl)pyrido[4,3-d]pyrimidin-2-yl)amino)cyclohexane-1-ol